C(CCC)C1(N(S(C2=C(N(C1)C1=CC=CC=C1)C=C(C(=C2)CSCC(=O)OCC)S(=O)(=O)C)(=O)=O)CC2=CC=C(C=C2)OC)CC Ethyl 2-(((3-butyl-3-ethyl-2-(4-methoxybenzyl)-7-(methylsulfonyl)-1,1-dioxido-5-phenyl-2,3,4,5-tetrahydro-1,2,5-benzothiadiazepin-8-yl)methyl)thio)acetate